ClC1=CC=C2C(=NC(N(C2=C1)C1=CC(=CC=C1)NC1CNCC1)=O)N(C)C 7-chloro-4-(dimethylamino)-1-(3-(pyrrolidin-3-ylamino)phenyl)quinazolin-2(1H)-one